N-[1-[5-bromo-2-[5-(2,2-difluoroethoxy)pyrimidin-2-yl]-1,2,4-triazol-3-yl]ethyl]-3-cyclopropyl-5-(trifluoromethyl)benzamide BrC=1N=C(N(N1)C1=NC=C(C=N1)OCC(F)F)C(C)NC(C1=CC(=CC(=C1)C(F)(F)F)C1CC1)=O